7-chloro-1,2,3,4-tetrahydroacridine ClC1=CC=C2N=C3CCCCC3=CC2=C1